BrC1=C(C(=C(C=C1[2H])[2H])OC(F)(F)F)[2H] 1-Bromo-3-(trifluoromethoxy)benzene-2,4,6-d3